2-amino-2-(3,4-dichlorophenyl)propyl 2,2-dimethylpropanoate hydrochloride Cl.CC(C(=O)OCC(C)(C1=CC(=C(C=C1)Cl)Cl)N)(C)C